C(C1=CC=CC=C1)(=O)O toluenic acid